C1(CCC1)C1=CC=C2C(=C(C(NC2=C1)=O)C(=O)OC1=C(C(=C(C(=C1F)F)F)F)F)C(F)(F)F 2,3,4,5,6-pentafluorophenyl 7-cyclobutyl-2-oxo-4-(trifluoromethyl)-1H-quinoline-3-carboxylate